COC(C(=O)N1C(CCC(C1)C)C1=CC=C2C=CC=NC2=C1)=O 2-(5-Methyl-2-(quinolin-7-yl)piperidin-1-yl)-2-oxoacetic acid methyl ester